O=C1N(CC2=C(C=CC=C12)SCCCCCCCN[C@H]1CN2CCC1CC2)C2C(NC(CC2)=O)=O 3-(1-oxo-4-((7-(((R)-quinuclidin-3-yl)amino)heptyl)thio)isoindolin-2-yl)piperidine-2,6-dione